2-naphthylcyclopropylamine C1=C(C=CC2=CC=CC=C12)NC1CC1